C1(CCC1)S(=O)(=O)C=1C=C(C=CC1)NC(C1=C(N=C(C=C1)NC(CO)(C)C)N1CCC2(CC2)CC1)=O N-(3-(cyclobutylsulfonyl)phenyl)-6-((1-hydroxy-2-methylpropan-2-yl)amino)-2-(6-azaspiro[2.5]octan-6-yl)nicotinamide